ClC=1C=CC2=C(N(C(=N2)C2=CC=C(C=C2)OC)OCC2=CC=C(C=C2)OC)C1 6-chloro-1-(4-methoxybenzyloxy)-2-(4-methoxyphenyl)-1H-benzo[d]imidazole